4-[(4-aminocyclohexyl)methyl]-2-methylcyclohexylamine NC1CCC(CC1)CC1CC(C(CC1)N)C